C(C)(C)(C)OC(=O)N1[C@@H](CN([C@H](C1)CO)C=1C2=C(N(C(N1)=O)C)C=CC(=N2)Cl)CC (2R,5R)-4-(6-chloro-1-methyl-2-oxo-1,2-dihydropyrido[3,2-d]pyrimidin-4-yl)-2-ethyl-5-(hydroxymethyl)piperazine-1-carboxylic acid tert-butyl ester